CCCC=CN(CC(=O)O)C=CCCC bis-pentenylglycine